N-methyl-N-(2-sulfamoylethyl)-4-(8,9,10,11-tetrahydro-3H-pyrazolo[4,3-a]phenanthridin-7-yl)benzamide CN(C(C1=CC=C(C=C1)C1=NC2=CC=C3C(=C2C=2CCCCC12)C=NN3)=O)CCS(N)(=O)=O